octan-yl bromide C(CCCCCCC)Br